NCCC=1C=NC(=NC1)C1=C(C=C(C#N)C=C1)OC=1C=NN(C1C)CC(C)(C)C 4-[5-(2-aminoethyl)pyrimidin-2-yl]-3-[1-(2,2-dimethylpropyl)-5-methylpyrazol-4-yl]oxybenzonitrile